2-[1-[(2-Oxo-3,4-dihydro-1H-chinolin-6-yl)methyl]pyrazol-4-yl]-5-propyl-3H-imidazo[2,1-b]purin-4-on O=C1NC2=CC=C(C=C2CC1)CN1N=CC(=C1)C1=NC=2N3C(N(C(C2N1)=O)CCC)=NC=C3